dimethyl-(((2-methylpiperidin-3-yl) methyl)imino)-lambda6-sulfanyl ketone CS(=NCC1C(NCCC1)C)(C)C(=O)S(C)(C)=NCC1C(NCCC1)C